3-CHLORO-2-FLUORO-4-HYDROXYBENZALDEHYDE ClC=1C(=C(C=O)C=CC1O)F